C1(CC1)OC=1C=C(C(=O)O)C=CC1C1=CN(C2=NC=C(C=C21)C=2C(=NOC2C)C)C2CCOCC2 3-cyclopropoxy-4-(5-(3,5-dimethylisoxazol-4-yl)-1-(tetrahydro-2H-pyran-4-yl)-1H-pyrrolo[2,3-b]pyridin-3-yl)benzoic acid